tert-butyl (6-(4-amino-3-fluorobenzamido)hexyl)carbamate NC1=C(C=C(C(=O)NCCCCCCNC(OC(C)(C)C)=O)C=C1)F